5-(methoxy-d3)-4-(1-((methoxy-d3)methyl)-3,8-diazabicyclo[3.2.1]oct-3-yl)pyrido[4,3-d]pyrimidine C(OC1=NC=CC=2N=CN=C(C21)N2CC1(CCC(C2)N1)COC([2H])([2H])[2H])([2H])([2H])[2H]